tert-butyl (S)-3-((4-amino-6-(trifluoromethyl)pyridin-2-yl)oxy)pyrrolidine-1-carboxylate NC1=CC(=NC(=C1)C(F)(F)F)O[C@@H]1CN(CC1)C(=O)OC(C)(C)C